C1=C(C=CC2=CC=CC=C12)S(=O)(=O)C=1SC(=CN1)CNC(OC(C)(C)C)=O tert-butyl ((2-(naphthalen-2-ylsulfonyl)thiazol-5-yl)methyl)carbamate